(1S,3aS,4S,7R,7aR)-2-((S)-3,3-dimethyl-2-(2,2,2-trifluoroacetamido)butanoyl)-8,8-difluoro-2,3,3a,4,7,7a-hexahydro-1H-4,7-methanoisoindole-1-carboxylic acid CC([C@@H](C(=O)N1[C@@H]([C@H]2[C@H]3C=C[C@@H]([C@H]2C1)C3(F)F)C(=O)O)NC(C(F)(F)F)=O)(C)C